C(C)(=O)ON.C(C)(=O)ON diamino diacetate